C(C)(C)(C)OC(=O)NC=1C(=C(C=C2C=C(N=CC12)NC(=O)OC1CC(C1)(C)C#N)C1=C(C2=C(OCCN2C(=O)OC(C)(C)C)N=C1)C)F tert-Butyl 7-[8-(tert-butoxycarbonylamino)-3-[(3-cyano-3-methyl-cyclobutoxy)carbonylamino]-7-fluoro-6-isoquinolyl]-8-methyl-2,3-dihydropyrido[2,3-b][1,4]oxazine-1-carboxylate